ethyl 5-((tert-butoxycarbonyl)amino)-2,4-dimethylpyrazolo[1,5-a]pyridine-3-carboxylate C(C)(C)(C)OC(=O)NC1=C(C=2N(C=C1)N=C(C2C(=O)OCC)C)C